CC=1OC2=C(N1)C=C(C=C2)NC2=C(C(NC=C2)=O)C(=O)NC2=CC=C(C=C2)N2CCN(CC2)C 4-((2-Methylbenzo[d]oxazol-5-yl)amino)-N-(4-(4-methylpiperazin-1-yl)phenyl)-2-oxo-1,2-dihydropyridine-3-carboxamide